C(C1CO1)N1C(=NC=C1)[N+](=O)[O-] 1-(2,3-epoxypropyl)-2-nitroimidazole